N-(5-(6-(4-(tert-butyl)phenyl)-1-oxo-3,4-dihydro-2,7-naphthyridin-2(1H)-yl)-2-((2-methoxyethoxy)methoxy)phenyl)methanesulfonamide C(C)(C)(C)C1=CC=C(C=C1)C=1C=C2CCN(C(C2=CN1)=O)C=1C=CC(=C(C1)NS(=O)(=O)C)OCOCCOC